C(C1=CC=CC=C1)O[C@H]1[C@@H]([C@H]([C@](OCCN=[N+]=[N-])(O[C@@H]1CO[C@@H]1[C@@H](O)[C@@H](O)[C@H](O)[C@H](O1)CO)[C@@H]1[C@@H](O)[C@@H](O)[C@H](O)[C@H](O1)CO)N)O 2-azidoethyl 4-O-benzyl-2-amino-2-deoxy-[(α-D-mannopyranosyl)-(1→3)]-[α-D-mannopyranosyl-(1→6)]-β-D-glucopyranoside